N-(3-((5-(4-(aminomethyl)-4-methylpiperidin-1-yl)-6-oxo-1,6-dihydropyrazin-2-yl)thio)-2-chlorophenyl)-2-hydroxy-4-oxo-4H-pyrido[1,2-a]pyrimidine-3-carboxamide NCC1(CCN(CC1)C1=NC=C(NC1=O)SC=1C(=C(C=CC1)NC(=O)C1=C(N=C2N(C1=O)C=CC=C2)O)Cl)C